2-amino-5-phenylpent-4-enoic acid NC(C(=O)O)CC=CC1=CC=CC=C1